O(O)O.[Cu] copper oxo hydroxide